N-(3-((S)-3-(dimethylamino)pyrrolidin-1-yl)phenyl)-4-(5-phenyl-4,5-dihydro-1H-pyrazol-1-yl)-7H-pyrrolo[2,3-d]pyrimidin-2-amine CN([C@@H]1CN(CC1)C=1C=C(C=CC1)NC=1N=C(C2=C(N1)NC=C2)N2N=CCC2C2=CC=CC=C2)C